1-[[4-(3-bromopropyloxy)-2,3-difluoro-phenoxy]methyl]adamantane BrCCCOC1=C(C(=C(OCC23CC4CC(CC(C2)C4)C3)C=C1)F)F